2-(4-(2-(4-chloro-2-fluorophenyl)-2-methylbenzo[d][1,3]dioxol-4-yl)-3-fluorobenzyl)-1-((4-propyl-4H-1,2,4-triazol-3-yl)methyl)-1H-benzo[d]imidazole-6-carboxylic acid ClC1=CC(=C(C=C1)C1(OC2=C(O1)C=CC=C2C2=C(C=C(CC1=NC3=C(N1CC1=NN=CN1CCC)C=C(C=C3)C(=O)O)C=C2)F)C)F